C(CC)C1=CC=C(C=C1)CCCC(=O)O 4-(4-propylphenyl)butanoic acid